BrC1=CC=C(C=C1)C(C(=O)N(C)OC)(C)C 2-(4-Bromophenyl)-N-methoxy-N,2-dimethylpropionamide